C1(=CC=CC=C1)C=1C=C2C(=CC=NC2=CC1)NC1=CC=C(C(=O)NC2=CC=C(C=C2)NC2=CC=NC=C2)C=C1 4-((6-phenylquinolin-4-yl)amino)-N-(4-(pyridin-4-ylamino)phenyl)benzamide